1,1,1,3,3,3-hexafluoropropan-2-yl (S)-1-(5,6,7,8-tetrahydropyrido[4,3-d]pyrimidine-6-carbonyl)-6-azaspiro[2.5]octane-6-carboxylate N1=CN=CC2=C1CCN(C2)C(=O)[C@H]2CC21CCN(CC1)C(=O)OC(C(F)(F)F)C(F)(F)F